3-bromo-2-(2-furyl)pyrazolo[1,5-a]pyrimidin-5-amine BrC=1C(=NN2C1N=C(C=C2)N)C=2OC=CC2